C(CCC)C1N(S(C2=C(N(C1)C1=CC=CC=C1)C=C(C(=C2)OCC(C(=O)O)OCC)SC)(=O)=O)C 3-((3-butyl-2-methyl-7-(methylthio)-1,1-dioxido-5-phenyl-2,3,4,5-tetrahydro-1,2,5-benzothiadiazepin-8-yl)oxy)-2-ethoxypropanoic acid